C(#N)C1=CC(=C(COC2=CC=C(C(=N2)N2CCN(CC2)C(=O)OC(C)(C)C)F)C=C1)F tert-butyl 4-(6-((4-cyano-2-fluorobenzyl)oxy)-3-fluoropyridin-2-yl)piperazine-1-carboxylate